3-(1-hydroxypropan-2-yl)-8-(pyridin-3-yl)-6-(6-(trifluoromethyl)pyridin-3-yl)pyrido[3,4-d]pyrimidin-4(3H)-one OCC(C)N1C=NC2=C(C1=O)C=C(N=C2C=2C=NC=CC2)C=2C=NC(=CC2)C(F)(F)F